ethyl 5-(benzyloxycarbonylamino)-3-chloro-4,5,6,7-tetrahydrobenzothiophene-2-carboxylate C(C1=CC=CC=C1)OC(=O)NC1CCC2=C(C(=C(S2)C(=O)OCC)Cl)C1